FC1=CC=CC=2C(=N[C@@H](C(NC21)=O)NC(=O)C2=C(N=C1N2N=C(C=C1)C)C1=C(C=CC=C1)F)C1=CC=CC=C1 N-[(3S)-9-fluoro-2-oxo-5-phenyl-1,3-dihydro-1,4-benzodiazepine-3-Yl]-2-(2-fluorophenyl)-6-methylimidazo[1,2-b]pyridazine-3-carboxamide